di(4-fluorophenyl)phosphine oxide FC1=CC=C(C=C1)P(C1=CC=C(C=C1)F)=O